CC1=CC=C(C=C1)C(C)O 1-(4-methylphenyl)ethan-1-ol